(5S)-N-[[5-(trifluoromethyl)-2-pyridinyl]methyl]-5,6,7,8-tetrahydroquinoxalin-5-amine FC(C=1C=CC(=NC1)CN[C@@H]1C=2N=CC=NC2CCC1)(F)F